6-amino-5-bromo-pyridine-2-carbonitrile NC1=C(C=CC(=N1)C#N)Br